N1C=C2C3=C(NC(C=CN13)=O)CCN2 5,3-Dihydro-1,3,6,9a-tetraazabenzo[cd]azulene-7(6H)-one